ClC1=CC2=C(NC3=C(N(C2=O)C2=C(C=CC=C2)C)C=CC(=C3)OC)C=C1 2-chloro-7-methoxy-10-tolyl-5,10-dihydro-11H-dibenzo[b,e][1,4]diazepin-11-one